[Br-].C[NH+](C)C trimethylammonium bromide